COC1=C(CNS(=O)(=O)C=2C=C(C=CC2C=2OC(=NN2)C)NC(CC2=C(C=CC=C2)F)=O)C=CC(=C1)OC N-{3-[(2,4-Dimethoxybenzyl)sulfamoyl]-4-(5-methyl-1,3,4-oxadiazol-2-yl)phenyl}-2-(2-fluorophenyl)acetamide